NC=1C=2N(C3=CC(=C(C=C3N1)F)C(=O)N(C(C)C1=NC=C(C=C1)C(F)(F)F)C)C=NC2 4-amino-7-fluoro-N-methyl-N-(1-(5-(trifluoromethyl)pyridin-2-yl)ethyl)imidazo[1,5-a]quinoxaline-8-formamide